ClC=1C=C(CN2C(C3=C(C=C(C=C3CC2)OC)OC)=O)C=CC1F 2-(3-chloro-4-fluorobenzyl)-6,8-dimethoxy-3,4-dihydroisoquinolin-1(2H)-one